2-Aminopyrimidine-4-thiol sodium salt [Na].NC1=NC=CC(=N1)S